6-[4-[(S or R)-[3-[2-(2-Fluoroethoxy)ethoxy]phenyl]-(4-fluorophenyl)methyl]piperidine-1-carbonyl]-4H-1,4-benzoxazin-3-one FCCOCCOC=1C=C(C=CC1)[C@@H](C1CCN(CC1)C(=O)C=1C=CC2=C(NC(CO2)=O)C1)C1=CC=C(C=C1)F |o1:13|